mono-ethoxysilane C(C)O[SiH3]